6-[3-(4-piperidylmethyl)azetidin-1-yl]pyridin-3-ol N1CCC(CC1)CC1CN(C1)C1=CC=C(C=N1)O